5-((3,4-Dichlorobenzyl)amino)-1-((2-methoxyethoxy)methyl)-1H-pyrazolo[4,3-d]pyrimidin-7(6H)-one ClC=1C=C(CNC=2NC(C3=C(N2)C=NN3COCCOC)=O)C=CC1Cl